(1r,3r)-ethyl 3-(3-amino-5-methoxyphenoxy)cyclobutanecarboxylate NC=1C=C(OC2CC(C2)C(=O)OCC)C=C(C1)OC